C(C)O\C=C/B1OC(C(O1)(C)C)(C)C (Z)-2-(2-ethoxyvinyl)-4,4,5,5-tetramethyl-1,3,2-dioxaborolane